ClC=1C=C(NC2=NC=NC3=CC(=C(C=C23)[N+](=O)[O-])OC)C=CC1F 4-(3-chloro-4-fluoroanilino)-7-methoxy-6-nitroquinazoline